2-(2-(diethylamino)ethyl)-6-(pyridin-2-yl)pyridazin-3(2H)-one hydrochloride Cl.C(C)N(CCN1N=C(C=CC1=O)C1=NC=CC=C1)CC